FC(O[C@@H]1C[C@H](N(C1)C(CNC(C1=CC=C(C=C1)OC1=CC=CC=C1)=O)=O)C(=O)OC)F methyl (2S,4R)-4-(difluoromethoxy)-1-((4-phenoxybenzoyl)glycyl)pyrrolidine-2-carboxylate